3-α-hydroxyisopropylbiphenyl OC(C)(C)C=1C=C(C=CC1)C1=CC=CC=C1